CS(=O)(=O)OCCC1OC(OC1)(CCCCCCCCSCSCCCCC)CCCCCCCCSCSCCCCC 2-(2,2-bis(8-(((pentylthio)methyl)thio)octyl)-1,3-dioxolan-4-yl)ethyl methanesulfonate